Cl.CN(CCNC(=O)C=1SC(=CC1)C1=CC(=C(C=C1)O)OC)C N-(2-(dimethylamino)ethyl)-5-(4-hydroxy-3-methoxyphenyl)thiophene-2-carboxamide hydrochloride